CC=1C2=C(N3CCC(CC13)N1C(CCC1)=O)N=CC(=C2)C(F)(F)F 1-(5-methyl-3-(trifluoromethyl)-6,7,8,9-tetrahydropyrido[3,2-b]indolizin-7-yl)-2-oxopyrrolidin